CC1=C(C=CC=C1NC(C1=NC=C(C=C1)CNCCO)=O)C1=C(C(=CC=C1)C1=CC=2N(C=C1)C(=NN2)CNC[C@H]2NC(CC2)=O)C (S)-N-(2,2'-dimethyl-3'-(3-((((5-oxopyrrolidin-2-yl)methyl)amino)methyl)[1,2,4]triazolo[4,3-a]pyridin-7-yl)-[1,1'-biphenyl]-3-yl)-5-(((2-hydroxyethyl)amino)methyl)picolinamide